Cl.O1C(=CC=C1)CC1=C(C2=NC=CC(=C2S1)N)OC [(furan-2-yl)methyl]-3-methoxythieno[3,2-b]pyridin-7-amine hydrochloride